(3S)-3-(3,7-dimethyl-3H-[1,2,3]triazolo[4,5-b]pyridin-6-yl)-3-(7-{[(2R)-2-Ethyl-7-hydroxy-2,3-dihydropyrido[2,3-f][1,4]oxazepin-4(5H)-yl]methyl}-1-benzothiophen-5-yl)propanoic acid CN1N=NC=2C1=NC=C(C2C)[C@@H](CC(=O)O)C=2C=C(C1=C(C=CS1)C2)CN2C[C@H](OC1=C(C2)N=C(C=C1)O)CC